2-(3-(2,2-dimethyl-1,3-dioxolan-4-yl)phenyl)-7-((2-ethoxy-2-oxoethyl)sulfonyl)-2,6,6-trimethylheptanoic acid CC1(OCC(O1)C=1C=C(C=CC1)C(C(=O)O)(CCCC(CS(=O)(=O)CC(=O)OCC)(C)C)C)C